N-[2-(2,6-Difluorophenyl)-[1,3]thiazolo[5,4-c]pyridin-6-yl]-6-[(dimethylamino)methyl]-4-(morpholin-4-yl)pyridin-2-amine FC1=C(C(=CC=C1)F)C=1SC=2C=NC(=CC2N1)NC1=NC(=CC(=C1)N1CCOCC1)CN(C)C